(4-nitrophenyl) 3-(4-tetrahydropyran-4-ylphenyl)azetidine-1-carboxylate O1CCC(CC1)C1=CC=C(C=C1)C1CN(C1)C(=O)OC1=CC=C(C=C1)[N+](=O)[O-]